C(C)N(C1=C(C=CC(=C1)NCC1=CC=C(C=C1)C(F)(F)F)NC([C@@H]([C@@H](CCCC)F)F)=O)CC (2S,3R)-N-(2-(diethylamino)-4-((4-(trifluoromethyl)benzyl)amino)phenyl)-2,3-difluoroheptanamide